CNC1CCC(CC1)CC1=CN=C2C(=NC(=NN21)O[C@@H](C)CCC)N (S)-7-((4-(methylamino)cyclohexyl)methyl)-2-(pent-2-yloxy)imidazo[2,1-f][1,2,4]triazin-4-amine